CS(=O)(=O)C1=CC=C(C=C1)C(C)=O p-(methylsulfonyl)acetophenone